B([O-])([O-])[O-].[Cs+].[Ba+2].[Cs+] cesium-barium cesium borate